FC(C1=NN(C=C1NC(=O)C1=NN(N=C1)C1=CC(=NC=C1)NCC(F)(F)F)C1CCC(CC1)N1CCNCC1)F N-(3-(difluoromethyl)-1-((1r,4r)-4-(piperazin-1-yl)cyclohexyl)-1H-pyrazol-4-yl)-2-(2-((2,2,2-trifluoroethyl)amino)pyridin-4-yl)-2H-1,2,3-triazole-4-carboxamide